(R)-(1-Methylpyrrolidin-3-yl)methyl 4-(pyrazin-2-yl)-3,4-dihydroquinoxaline-1(2H)-carboxylate N1=C(C=NC=C1)N1CCN(C2=CC=CC=C12)C(=O)OC[C@H]1CN(CC1)C